L-3,4-di-hydroxy-phenylalanine OC=1C=C(C[C@H](N)C(=O)O)C=CC1O